CC1=CC=CC(=N1)C(=O)N 6-methylpyridinecarboxamide